F[C@@H]1[C@@]2(CCC[C@](C[C@H]1SC=1N=CC(=NC1)C=1C=C3C=CN=CC3=CC1O)(N2)C)C 6-(5-(((1S,2r,3r,5r)-2-fluoro-1,5-dimethyl-9-azabicyclo[3.3.1]non-3-yl)thio)pyrazin-2-yl)isoquinolin-7-ol